5-[5-fluoro-2-(methylsulfanyl)pyridin-4-yl]phenol FC=1C(=CC(=NC1)SC)C=1C=CC=C(C1)O